N[C@@H](C(C)(C)S(=O)(=O)C1(CC1)CN1C(C2=C(CC1)C(=NN2C)C(=O)NCC2=CC=C(C=C2)C#N)=O)CO (R)-6-((1-((3-amino-4-hydroxy-2-methylbutan-2-yl)sulfonyl)cyclopropyl)methyl)-N-(4-cyanobenzyl)-1-methyl-7-oxo-4,5,6,7-tetrahydro-1H-pyrazolo[3,4-c]pyridine-3-carboxamide